C1CN(CCN1CCCC(=O)C2=CC=C(C=C2)F)C3=CC=CC=N3 The molecule is an N-arylpiperazine that is 2-(piperazin-1-yl)pyridine in which the amino hydrogen is replaced by a 3-(4-fluobenzoyl)propyl group. Used mainly as a tranquiliser for pigs and elephants. It has a role as an antipsychotic agent and a dopaminergic antagonist. It is a N-arylpiperazine, a N-alkylpiperazine, an aminopyridine, a tertiary amino compound, a member of monofluorobenzenes and an aromatic ketone.